1-(4-(4-(5-(2,6-difluorophenyl)-4,5-dihydroisoxazol-3-yl)thiazol-2-yl)piperidin-1-yl)-2-(2-ethyl-1H-benzoimidazol-1-yl)ethan-1-one FC1=C(C(=CC=C1)F)C1CC(=NO1)C=1N=C(SC1)C1CCN(CC1)C(CN1C(=NC2=C1C=CC=C2)CC)=O